4-(2-amino-ethyl)-N-[3-methyl-4-(1,2,3,6-tetrahydro-pyridin-4-yl)-phenyl]-benzamide NCCC1=CC=C(C(=O)NC2=CC(=C(C=C2)C=2CCNCC2)C)C=C1